ClC=1C=C2CCC[C@]3(C2=CC1)CN(C1=C(OC3)C=CC(=C1)C(=O)OC(C)(C)C)C[C@H]1[C@@H](CC1)[C@H](CO)O (S)-TERT-BUTYL 6'-CHLORO-5-(((1R,2R)-2-((R)-1,2-DIHYDROXYETHYL)CYCLOBUTYL)METHYL)-3',4,4',5-TETRAHYDRO-2H,2'H-SPIRO[BENZO[B][1,4]OXAZEPINE-3,1'-NAPhTHALENE]-7-CARBOXYLATE